BrCCCCCCC=1N=C2N(C=C(C(=C2)OC(C)C)NC(=O)C2=NC(=CC=C2)C(F)(F)F)C1 N-[2-(6-bromohexyl)-7-isopropoxy-imidazo[1,2-a]pyridin-6-yl]-6-(trifluoromethyl)pyridine-2-carboxamide